4-[[(2S,3S,4R,5R)-3-(3,4-difluoro-2-methoxy-phenyl)-4,5-dimethyl-5-(trifluoromethyl)tetrahydrofuran-2-carbonyl]amino]-3-methyl-pyridine-2-carboxamide FC=1C(=C(C=CC1F)[C@H]1[C@H](O[C@]([C@@H]1C)(C(F)(F)F)C)C(=O)NC1=C(C(=NC=C1)C(=O)N)C)OC